3-((5-fluoro-4-(3-(oxetan-3-yl)phenyl)pyrimidin-2-yl)amino)cyclohexane-1-carboxamide FC=1C(=NC(=NC1)NC1CC(CCC1)C(=O)N)C1=CC(=CC=C1)C1COC1